methyl-(3-(5-(2-chloro-[1,1'-biphenyl]-3-yl)-1,3,4-oxadiazol-2-yl)benzyl)-L-serine CN([C@@H](CO)C(=O)O)CC1=CC(=CC=C1)C=1OC(=NN1)C=1C(=C(C=CC1)C1=CC=CC=C1)Cl